S(N)(OC[C@@H]1[C@H](C[C@@H](C1)NC1=NC=NC=C1C(=O)C=1SC(=C(C1)[C@H](C1=CC(=CC=C1)Br)N)Cl)O)(=O)=O [(1R,2S,4R)-4-{[5-({4-[(S)-amino(3-bromophenyl)methyl]-5-chloro-2-thienyl}carbonyl)pyrimidin-4-yl]amino}-2-hydroxycyclopentyl]methyl sulfamate